6-bromo-1-(4-methoxybenzyl)-1,8-naphthyridin-4(1H)-one BrC=1C=C2C(C=CN(C2=NC1)CC1=CC=C(C=C1)OC)=O